16-methyl-9,12-heptadecadienoic acid CC(CCC=CCC=CCCCCCCCC(=O)O)C